CN1CCN(CC1)CCCCN 4-methyl-1-piperazinebutylamine